1-nitrocodeine [N+](=O)([O-])C1=CC(OC)=C2C=3[C@@]45[C@@H](O2)[C@@H](O)C=C[C@H]4[C@@H](CC13)N(C)CC5